2-ethyl-3,7-dimethyl-6-[4-(trifluoromethoxy)phenoxy]-4-quinolinyl methyl carbonate C(OC1=C(C(=NC2=CC(=C(C=C12)OC1=CC=C(C=C1)OC(F)(F)F)C)CC)C)(OC)=O